N[C@@H]1[C@@H](OCC12CCN(CC2)C=2N=CC(=NC2)SC2=CC=NC1=C2OCC2N1C(N(C2)C)=O)C 4-((5-((3S,4S)-4-amino-3-methyl-2-oxa-8-azaspiro[4.5]decan-8-yl)pyrazin-2-yl)thio)-8-methyl-6,6a,7,8-tetrahydro-9H-imidazo[1,5-d]pyrido[3,2-b][1,4]oxazin-9-one